2-chloro-6-hydroxyphenylboronic acid pinacol ester ClC1=C(C(=CC=C1)O)B1OC(C)(C)C(C)(C)O1